(6aR)-4-chloro-1-(4-(3,3-difluoroazetidin-1-yl)-2,2-dimethylpyrrolidin-1-yl)-3-(2-fluorophenyl)-6,6a,7,8,9,10-hexahydro-12H-pyrazino[2,1-c]pyrido[3,4-f][1,4]oxazepin-12-one ClC1=C(N=C(C=2C(N3[C@@H](COC21)CNCC3)=O)N3C(CC(C3)N3CC(C3)(F)F)(C)C)C3=C(C=CC=C3)F